tert-Butyl 2-{4-[5-chloro-2-(1,3-oxazol-5-yl)phenyl]-5-methoxy-2-oxopyridin-1(2H)-yl}-3-[(2S)-tetrahydro-2H-pyran-2-yl]propanoate ClC=1C=CC(=C(C1)C1=CC(N(C=C1OC)C(C(=O)OC(C)(C)C)C[C@H]1OCCCC1)=O)C1=CN=CO1